Methyl-[2-(4-piperidin-1-yl-phenyl)-imidazo[1,2-a]pyridin-7-yl]-amine CNC1=CC=2N(C=C1)C=C(N2)C2=CC=C(C=C2)N2CCCCC2